2-((((3S,4S)-4-(difluoromethyl)-1,3-dimethylpiperidin-3-yl)methoxy)-7-(8-ethynyl-7-fluoro-3-hydroxynaphthalen-1-yl)-6,8-difluoroquinazolin-4-yl)-6-methyl-1,4-oxazepan-6-ol FC([C@@H]1[C@](CN(CC1)C)(C)COC1=NC2=C(C(=C(C=C2C(=N1)C1OCC(CNC1)(O)C)F)C1=CC(=CC2=CC=C(C(=C12)C#C)F)O)F)F